O1N=C(C2=C1C=CC=C2)NS(=O)(=O)C2=C(C=CC(=C2)CC)OC N-(benzo[d]isoxazol-3-yl)-5-ethyl-2-methoxybenzene-sulfonamide